C(C=C)(=O)OCCOC1=C(C2=CC=CC=C2C=C1)C1=C(C=CC2=CC=CC=C12)OCCOC(C=C)=O ([1,1'-binaphthalene]-2,2'-diylbis(oxy))bis(ethane-2,1-diyl) diacrylate